BrCC1=C(C=C(C=C1)Cl)C#N 2-(bromomethyl)-5-chlorobenzene-1-carbonitrile